TEREPHTHALIC ACID chloride C(C1=CC=C(C(=O)Cl)C=C1)(=O)Cl